CC(CC1=CC=C(C=C1)C=1C(=CC=CC1)B(O)O)CCC 4'-(β-methylpentyl)biphenylboronic acid